(3-(4-(5-((1-(4-(3-(5-(tert-butyl)isoxazol-3-yl)ureido)phenyl)-1H-benzo[d]Imidazol-5-yl)oxy)valeramido)-1-oxoisoindol-2-yl)-2,6-dioxopiperidin-1-yl)methylbutyrate C(C)(C)(C)C1=CC(=NO1)NC(NC1=CC=C(C=C1)N1C=NC2=C1C=CC(=C2)OCCCCC(=O)NC2=C1CN(C(C1=CC=C2)=O)C2C(N(C(CC2)=O)COC(CCC)=O)=O)=O